tetrahydrodimethylfuran-2,5-dicarboxylic acid CC1(CCC(O1)(C(=O)O)C)C(=O)O